C(CCCCCC)OCC=O 2-(HEPTYLOXY)ACETALDEHYDE